5,7-dichloro-3-((3-methoxybenzyl)amino)benzisothiazole-6-carboxylic acid ClC=1C(=C(C2=C(C(=NS2)NCC2=CC(=CC=C2)OC)C1)Cl)C(=O)O